mercaptophenylbutylene glycol SC(CCCO)(C1=CC=CC=C1)O